BrC1=CC(=C(C(=O)O)C=C1)NS(=O)(=O)C=1C=NC=CC1 4-bromo-2-(pyridine-3-sulfonylamino)benzoic acid